FC1=C(C(=NC(=N1)C1=NOC=C1)OC)C(F)(F)F 6-fluoro-4-methoxy-2-(3-isoxazolyl)-5-(trifluoromethyl)pyrimidine